C(=O)(C=C)N1CCN(C2=CC(=C(C=C12)C)C)C(=O)C=C 1,4-diacryl-1,2,3,4-tetrahydro-6,7-dimethylquinoxaline